tert-butyl N-[(1S)-4-(2-amino-1H-imidazol-1-yl)-1-{[(1S)-1-(methylcarbamoyl)-2-(oxan-4-yl)ethyl]carbamoyl}butyl]carbamate NC=1N(C=CN1)CCC[C@@H](C(N[C@@H](CC1CCOCC1)C(NC)=O)=O)NC(OC(C)(C)C)=O